N-(3-(aminomethyl)benzyl)-4-(1H-benzo[d]imidazol-1-yl)thiophene-2-carboxamide NCC=1C=C(CNC(=O)C=2SC=C(C2)N2C=NC3=C2C=CC=C3)C=CC1